3-((3-fluorobenzyl)amino)-7,8,8a,9-tetrahydropyrrolo[1',2':3,4]imidazo[1,2-c]pyrimidin-1(6H)-one FC=1C=C(CNC=2C=C3N(C(N2)=O)CC2N3CCC2)C=CC1